OC1(CCCCC1)/C=C/C=O (E)-3-(1-hydroxycyclohexyl)acrolein